C(C)(C)(C)OC(=O)N[C@H](C(=O)O)CC=1C=C(C=CC1)C1=CC(=C(C=C1)OC(C)C)C(F)(F)F (S)-2-((tert-butyloxycarbonyl)amino)-3-(4'-isopropoxy-3'-(trifluoromethyl)-[1,1'-biphenyl]-3-yl)propionic acid